N-(cyanomethyl)-4-(1-(pyridin-4-ylmethyl)-1H-1,2,3-triazol-4-yl)benzenesulfonamide methyl-(3-methylphenethyl)carbamate CN(C(O)=O)CCC1=CC(=CC=C1)C.C(#N)CNS(=O)(=O)C1=CC=C(C=C1)C=1N=NN(C1)CC1=CC=NC=C1